COC=1C=C(C=CC1OC)C1=C(C=2N=C(N=CC2N1)C1CCN(CC1)CC=1NC=C(N1)C)CC 6-(3,4-dimethoxyphenyl)-7-ethyl-2-(1-((4-methyl-1H-imidazol-2-yl)methyl)piperidin-4-yl)-5H-pyrrolo[3,2-d]pyrimidine